methyl-6-(chloromethyl)quinoline CC1=NC2=CC=C(C=C2C=C1)CCl